(R)-2-(5-cyclopropyl-3-((1-(2-hydroxyethyl)piperidin-3-yl)amino)-1,2,4-triazin-6-yl)-5-ethynylphenol C1(CC1)C=1N=C(N=NC1C1=C(C=C(C=C1)C#C)O)N[C@H]1CN(CCC1)CCO